t-butyl ((2S)-1-(5'-carbamoyl-3-oxo-2,3-dihydro-1H-spiro[isoquinoline-4,3'-pyrrolidin]-1'-yl)-3-cyclopropyl-1-oxopropan-2-yl)(methyl)carbamate C(N)(=O)C1CC2(CN1C([C@H](CC1CC1)N(C(OC(C)(C)C)=O)C)=O)C(NCC1=CC=CC=C12)=O